trifluoroboric acid lithium methacrylate C(C(=C)C)(=O)[O-].[Li+].B(F)(F)F